BrC1=NC(=CC=C1)OCC(F)F 2-bromo-6-(2,2-difluoroethoxy)pyridine